(n-heptylamino)-1,3,5-triazine-2,4-dithiol C(CCCCCC)NC1=NC(=NC(=N1)S)S